2-(2-pyridylthio)acetonitrile N1=C(C=CC=C1)SCC#N